CN(C)CC=1N(C(=CN1)C1=CC=C(OC2=C(C=O)C=CC=N2)C=C1)C 2-(4-(2-((dimethylamino)methyl)-1-methyl-1H-imidazol-5-yl)phenoxy)nicotinaldehyde